terephthalic acid disodium salt [Na+].[Na+].C(C1=CC=C(C(=O)[O-])C=C1)(=O)[O-]